NC1=NC(=NC(=C1)C#N)N1CCC2(CC1)[C@@H](C1=CC=CC=C1C2)N[S@](=O)C(C)(C)C (R)-N-((S)-1'-(4-amino-6-cyanopyrimidin-2-yl)-1,3-dihydrospiro[indene-2,4'-piperidin]-1-yl)-2-methylpropan-2-sulfinamide